Cl.Cl.N1(CCCC1)CCCSC=1NC2=CC=CC=C2CN1 2-((3-(pyrrolidin-1-yl)propyl)thio)-1,4-dihydroquinazoline dihydrochloride